6-chloro-4-(3-hydroxypyrrolidin-1-yl)-2-(4-methoxybenzyl)-2H-pyrazolo[4,3-c]pyridine-7-carboxamide ClC1=C(C=2C(C(=N1)N1CC(CC1)O)=CN(N2)CC2=CC=C(C=C2)OC)C(=O)N